C1=CC=C(C=2OC3=C(C21)C=CC=C3)C3=C(C=CC2=CC=CC=C32)C3=CC=C(C=C3)NC3=CC=CC=C3 [4-{(1-dibenzofuran-4-yl)naphthalene-2-yl}phenyl]-phenylamine